(2S,4R)-4-((5-cyclopropyl-3-(2,6-dichlorophenyl)isoxazol-4-yl)methoxy)-2-methylpiperidine-1-carboxylic acid tert-butyl ester C(C)(C)(C)OC(=O)N1[C@H](C[C@@H](CC1)OCC=1C(=NOC1C1CC1)C1=C(C=CC=C1Cl)Cl)C